(2S)-3-hydroxy-2-{4-[(2-methylpentyl)oxy]phenyl}-N-[(1R)-1-(4-methylphenyl)ethyl]acrylamide OC=C(C(=O)N[C@H](C)C1=CC=C(C=C1)C)C1=CC=C(C=C1)OC[C@H](CCC)C